2-phenylethyl-1-ethoxy ethyl ether C(C)OOC(C)CCC1=CC=CC=C1